C(#N)CCN(C(=O)N)C(C)C1=CNC(C2=CC=CC=C12)=O 1-(2-cyanoethyl)-1-(1-(1-oxo-1,2-dihydroisoquinolin-4-yl)ethyl)urea